C1=CC=CC=2C3=CC=CC=C3C(C12)COC(=O)NCC(=O)OC1=CC2=C(NC(=N2)SCC2=NC=C(C(=C2C)OC)C)C=C1 2-(((4-methoxy-3,5-dimethylpyridin-2-yl)methyl)thio)-1H-benzo[d]imidazol-5-yl (((9H-fluoren-9-yl)methoxy)carbonyl)glycinate